FC(C(=O)O)(F)F.ClC1=NC(=CC(N1)=O)C 2-chloro-6-methylpyrimidin-4(3H)-one trifluoroacetate